C(C)OC(=O)[C@H]1O[C@]([C@H]([C@H]1C1=C(C(=C(C=C1)F)CO[Si](C)(C)C(C)(C)C)OC)C)(C(F)(F)F)C |r| rac-(2s,3s,4s,5r)-3-(3-(((tert-butyldimethylsilyl)oxy)methyl)-4-fluoro-2-methoxyphenyl)-4,5-dimethyl-5-(trifluoromethyl)tetrahydrofuran-2-carboxylic acid ethyl ester